C(C)(C)(C)OC(=O)NC1=CC=C(C=C1)O 4-(tert-butyloxycarbonyl-amino)phenol